C(C)N1C=2C=NC=NC2NC(C1)=O 5-ethyl-7-oxo-5,6,7,8-tetrahydropteridin